perfluoro(2,5,8,11,14-pentamethyl-3,6,9,12,15-pentaoxaoctadecan-1-ol) FC(C(OC(C(OC(C(OC(C(OC(C(OC(C(C(F)(F)F)(F)F)(F)F)(C(F)(F)F)F)(F)F)(C(F)(F)F)F)(F)F)(C(F)(F)F)F)(F)F)(C(F)(F)F)F)(F)F)(C(F)(F)F)F)(O)F